N1(CCC1)CCC=1C(=CC(N(C1)C(C(=O)O)CC(C)(C)F)=O)C(F)(F)F 2-(5-(2-(azetidin-1-yl)ethyl)-2-oxo-4-(trifluoromethyl)pyridin-1(2H)-yl)-4-fluoro-4-methylpentanoic acid